BrC=1C=NN2C1C(NCC2)=O 3-bromo-6,7-dihydro-5H-pyrazolo[1,5-a]pyrazin-4-one